1-((3S,4R)-3-fluoro-4-((1-isobutyl-6-((5-methylthiazol-2-yl)amino)-1H-pyrrolo[3,2-c]pyridin-4-yl)oxy)pyrrolidin-1-yl)prop-2-en-1-one F[C@H]1CN(C[C@H]1OC1=NC(=CC2=C1C=CN2CC(C)C)NC=2SC(=CN2)C)C(C=C)=O